COC1=CC=CC(=N1)C=1C(=CNC1C)C(=O)O 4-(6-methoxypyridin-2-yl)-5-methyl-1H-pyrrole-3-carboxylic acid